ClC1=CC(=C(C=C1)COC1=CC=CC(=N1)C1=CC(NC=C1F)=O)F 4-[6-[(4-chloro-2-fluoro-phenyl)methoxy]-2-pyridyl]-5-fluoro-1H-pyridin-2-one